1-((4-chlorophenyl)ethynyl)-2-(vinyloxy)benzene tert-Butyl-(6-methylbenzo[d]thiazol-5-yl)carbamate C(C)(C)(C)N(C(O)=O)C=1C(=CC2=C(N=CS2)C1)C.ClC1=CC=C(C=C1)C#CC1=C(C=CC=C1)OC=C